[Cl-].C(CCCCCCCCCCCCCCCCC)[N+](CCC[Si](OCC)(OCC)OCC)(CC)CC octadecyl-diethyl-(3-triethoxysilylpropyl)ammonium chloride